FC(C1=CC=C(C=C1)N1N=C(C2=CC=CC=C12)C(=O)N1CCN(CC1)C(C=C)=O)(F)F 1-(4-(1-(4-(trifluoromethyl)phenyl)-1H-indazole-3-carbonyl)piperazin-1-yl)prop-2-en-1-one